3-chloro-1-ethyl-5-(oxazol-5-yl)-6-(2,4,6-trifluorophenyl)pyridin-2(1H)-one ClC=1C(N(C(=C(C1)C1=CN=CO1)C1=C(C=C(C=C1F)F)F)CC)=O